5-(5-amino-1,2,4-thiadiazol-3-yl)-N-((5-(tert-butyl)-2-methoxyphenyl)sulfonyl)-2-naphthamide NC1=NC(=NS1)C1=C2C=CC(=CC2=CC=C1)C(=O)NS(=O)(=O)C1=C(C=CC(=C1)C(C)(C)C)OC